dihydro-2H-1,4-benzoxazin-2-amine O1C(CNC2=C1C=CC=C2)N